[2,6-dimethoxy-4-[7-(1-methylpyrazol-4-yl)imidazo[1,2-a]pyridin-3-yl]phenyl]-[3-(trifluoromethyl)azetidin-1-yl]methanone COC1=C(C(=CC(=C1)C1=CN=C2N1C=CC(=C2)C=2C=NN(C2)C)OC)C(=O)N2CC(C2)C(F)(F)F